CS(=O)(=O)N1CCNCC1 1-methylsulfonyl-piperazine